(diethylamino)ethanol hydrochloride Cl.C(C)N(CC)C(C)O